C(C#C)NC1=NC(=NC(=N1)NCC#C)NCC#C 2,4,6-tris(propargylamino)-1,3,5-triazine